(R)-3-cyano-5-(1,3-dioxolan-2-yl)-2,4-difluoro-N'-hydroxy-N-(2-hydroxypropyl)benzamidine C(#N)C=1C(=C(C(=NO)NC[C@@H](C)O)C=C(C1F)C1OCCO1)F